rac-methyl-2'-methoxy-6-((triethylsilyl) oxy)-3,6-dihydro-[1,1'-biphenyl]-1(2H)-carboxylate COC(=O)C1(CCC=CC1O[Si](CC)(CC)CC)C1=C(C=CC=C1)OC